(r*)-(S)-2-Cyclopropyl-2-((2-((S)-4-(difluoromethyl)-2-oxooxazolidin-3-yl)-5,6-dihydrobenzo[f]imidazo[1,2-d][1,4]oxazepin-9-yl)amino)acetamide C1(CC1)[C@H](C(=O)N)NC1=CC2=C(C=3N(CCO2)C=C(N3)N3C(OC[C@H]3C(F)F)=O)C=C1 |o1:3|